FC=1C=CC(=NC1)[C@@H]1[C@H](C1)C1N(C(=CC=C1)C)C1=CC=NC=C1C ((1S,2S)-2-(5-fluoropyridin-2-yl)cyclopropyl)-5',6-dimethyl-2H-[1,4'-bipyridin]